C(C)OC(=O)C=1N=C(NC1C(F)(F)F)C1=NC=CC(=C1)C=1C=NC=C(C1)OC Ethyl-2-(5-methoxy-3,4'-bipyridin-2'-yl)-5-(trifluoromethyl)-1H-imidazol-4-carboxylat